C(C)(C)OC([C@@H](N)C)=O L-alanine-isopropylester